2-chloro-6,7-dimethyl-4-((trans)-3-(trifluoro-methyl)cyclobutyl)pteridine ClC1=NC2=NC(=C(N=C2C(=N1)[C@@H]1C[C@H](C1)C(F)(F)F)C)C